n-Butyl-aniline C(CCC)NC1=CC=CC=C1